NC(C(C)C)C=1C=C(C=CC1)C1=CC(=CC=2C=COC21)COC2=C(C=CC=C2)CC(=O)OCC ethyl 2-(2-((7-(3-(1-amino-2-methylpropyl)phenyl)benzofuran-5-yl)methoxy)phenyl)acetate